C(C)N(C(=O)NC(C(F)(F)F)C1CN(C1)C)[C@H](C)C1=CC(=CC=C1)C=1N=C(C=2N(C1)C=CN2)OC 1-ethyl-1-((R)-1-(3-(8-methoxyimidazo[1,2-a]pyrazin-6-yl)phenyl)ethyl)-3-(2,2,2-trifluoro-1-(1-methylazetidin-3-yl)ethyl)urea